4-{3-[(2-Aminopyridin-4-yl)oxy]propyl}morpholin-3-one NC1=NC=CC(=C1)OCCCN1C(COCC1)=O